O1CCCC2=CC=CC(=C12)NC1=NC=2N(C(=C1)NCC1=CC=C(C=C1)OC)N=CC2C(=O)N[C@H]2C(N(CC2)C)=O 5-(chroman-8-ylamino)-7-[(4-methoxyphenyl)methyl-amino]-N-[(3R)-1-methyl-2-oxo-pyrrolidin-3-yl]pyrazolo[1,5-a]pyrimidine-3-carboxamide